N-[6-[2-[(2R)-2-cyanoazetidin-1-yl]-7,7-difluoro-5,6-dihydrocyclopenta[d]pyrimidin-4-yl]-2,3-dihydrobenzofuran-3-yl]methanesulfonamide C(#N)[C@@H]1N(CC1)C=1N=C(C2=C(N1)C(CC2)(F)F)C2=CC1=C(C(CO1)NS(=O)(=O)C)C=C2